C1(CCC1)N1CN(CC2=C1C1=C(OC2=O)C=CC=C1)C1=CC=CC=C1 1-cyclobutyl-3-phenyl-3,4-dihydro-1H-benzopyrano[4,3-d]pyrimidin-5(2H)-one